C1(=CC=CC=C1)N1C(=NC2=C1C1=CC=CC=C1C=1C=CC=CC12)C1=CC=C(C=C1)P(=O)(C1=CC=CC=C1)C1=CC=CC=C1 1-phenyl-2-(4-diphenylphosphorylphenyl)-1H-phenanthro[9,10-d]imidazole